[Ca].C(=CC1=CC=CC=C1)C1=C(C(=C(C=C1)OC1=C(C(=C(C=C1)C=CC1=CC=CC=C1)C=CC1=CC=CC=C1)C=CC1=CC=CC=C1)C=CC1=CC=CC=C1)C=CC1=CC=CC=C1 mono(tristyrylphenyl) ether, calcium salt